(3R,4R)-3-Hydroxy-4-((S)-5H-imidazo[5,1-a]isoindol-5-yl)-N,N-dimethylpiperidin-1-sulfonamid O[C@H]1CN(CC[C@@H]1[C@@H]1N2C(C3=CC=CC=C13)=CN=C2)S(=O)(=O)N(C)C